[N+](=O)([O-])C1=CC(=C(C=C1)N)N 4-NITRO-o-PHENYLENDIAMINE